(1aRS,7bSR)-5-[2-((Z)-4-diethylaminobutyl)-4-fluorobenzenesulfonylamino]-1,1a,2,7b-tetrahydrocyclopropa[c]chromene-4-carboxylic acid C(C)N(CCCCC1=C(C=CC(=C1)F)S(=O)(=O)NC1=CC=C2[C@@H]3[C@H](COC2=C1C(=O)O)C3)CC |r|